trans-tert-butyl (4-((5-fluoro-4-(2-(2-oxopyrrolidin-1-yl)pyridin-4-yl)pyrimidin-2-yl)amino)cyclohexyl)carbamate FC=1C(=NC(=NC1)N[C@@H]1CC[C@H](CC1)NC(OC(C)(C)C)=O)C1=CC(=NC=C1)N1C(CCC1)=O